COC(C(CC(=O)C1=CC2=C(S1)C=C(C(=C2F)OCCCOC2=C(C1=C(SC(=C1)C(CP(=O)(OC)OC)=O)C=C2OC)F)OC)(C)C)=O 4-(5-(3-((2-(2-(dimethoxyphosphoryl)acetyl)-4-fluoro-6-methoxybenzo[b]thiophen-5-yl)oxy)propoxy)-4-fluoro-6-methoxybenzo[b]thiophen-2-yl)-2,2-dimethyl-4-oxobutanoic acid methyl ester